bis(α,α-dimethylbenzyl) peroxide CC(C1=CC=CC=C1)(C)OOC(C1=CC=CC=C1)(C)C